1-((4-chloropyrrolo[2,1-f][1,2,4]triazin-6-yl)methyl)-5-fluoropyrimidine-2,4(1H,3H)-dione ClC1=NC=NN2C1=CC(=C2)CN2C(NC(C(=C2)F)=O)=O